chloropropyl-tributoxysilane ClCCC[Si](OCCCC)(OCCCC)OCCCC